C1NCC12CC(CC2)NC2=CC=CC(=N2)C2=CN=C1N2C=C(C=C1)C=1C=NN(C1)CC(C)(O)C 1-(4-(3-(6-((2-azaspiro-[3.4]octan-6-yl)amino)-pyridin-2-yl)imidazo[1,2-a]pyridin-6-yl)-1H-pyrazol-1-yl)-2-methyl-propan-2-ol